N1CC(C1)N1C2(COC2)CN(CC1)C(=O)OC(C)(C)C tert-butyl 5-(azetidin-3-yl)-2-oxa-5,8-diazaspiro[3.5]nonane-8-carboxylate